C(C)(=O)N1CC=2N(CCC1)N=C(C2)CNC=2SC1=C(N2)C=CC=C1 N-[(5-acetyl-5,6,7,8-tetrahydro-4H-pyrazolo[1,5-a][1,4]diazepin-2-yl)methyl]-1,3-benzothiazol-2-amine